methyl-1-pentyne CC#CCCC